(E)-3,4-difluoro-2-((2-fluoro-4-iodo-5-methylphenyl)amino)-5-((2-(4-methylphenyl)sulfonylhydrazono)methyl)benzoic acid methyl ester COC(C1=C(C(=C(C(=C1)/C=N/NS(=O)(=O)C1=CC=C(C=C1)C)F)F)NC1=C(C=C(C(=C1)C)I)F)=O